C(C)(=O)N1CCN(CC1)CN1C(\C(\C2=CC=CC=C12)=C\1/NC2=CC=CC=C2C1=O)=O (3Z)-1-[(4-acetylpiperazin-1-yl)methyl]-3-(3-oxoindolin-2-ylidene)indolin-2-one